(3-chloro-2-fluoro-phenyl)quinazolin-4-amine ClC=1C(=C(C=CC1)C1=NC2=CC=CC=C2C(=N1)N)F